C(C=C)(=O)[Au].[Cr] chromium alloyl-gold